CC=1C2=C(N=C(N1)CN1CCC(CC1)C1=NNC(=C1)C=1C=NC=CC1C)N=CC=C2 4-methyl-2-((4-(5-(4-methylpyridin-3-yl)-1H-pyrazol-3-yl)piperidin-1-yl)methyl)pyrido[2,3-d]pyrimidine